3-sulfonylurea S(=O)(=O)=NC(N)=O